O=C(C(=O)OCC(CC1=CC=C(C=C1)C(C)(C)C)C)C1=CC=CC=C1 3-(4-(tert-butyl) phenyl)-2-methylpropyl 2-oxo-2-phenylacetate